BrC=1C(=NC(=CC1)C(C)C)C#N 3-bromo-6-isopropylpyridinecarbonitrile